2-Methyl-N-(1-(naphthalen-1-yl)cyclopropyl)-5-nitrobenzamide CC1=C(C(=O)NC2(CC2)C2=CC=CC3=CC=CC=C23)C=C(C=C1)[N+](=O)[O-]